methyl (S)-3-(3-(tert-butyl)-5-(3,5-dimethyl-1H-pyrazol-1-yl)phenyl)-4-(5,5-difluoro-7-((5,6,7,8-tetrahydro-1,8-naphthyridin-2-yl)methyl)-2,7-diazaspiro[3.5]nonan-2-yl)butanoate C(C)(C)(C)C=1C=C(C=C(C1)N1N=C(C=C1C)C)[C@H](CC(=O)OC)CN1CC2(C1)C(CN(CC2)CC2=NC=1NCCCC1C=C2)(F)F